6-[(1S,4S)-5-Methyl-2,5-diazabicyclo[2.2.1]heptan-2-yl]-N-[2-(3-methylpyridin-2-yl)-[1,3]thiazolo[5,4-c]pyridin-6-yl]pyridin-2-amine CN1[C@@H]2CN([C@H](C1)C2)C2=CC=CC(=N2)NC2=CC1=C(C=N2)SC(=N1)C1=NC=CC=C1C